1,1-bis(3'-t-butyl-4'-hydroxyphenyl)-1-phenylethane C(C)(C)(C)C=1C=C(C=CC1O)C(C)(C1=CC=CC=C1)C1=CC(=C(C=C1)O)C(C)(C)C